NC1=C(C#N)C=CC=C1I 2-amino-3-iodobenzonitrile